1,1,1,2,2,4,5,5,5-Nonafluoro-4-(trifluoromethyl)-3-pentanone FC(C(C(C(C(F)(F)F)(C(F)(F)F)F)=O)(F)F)(F)F